C(C)(=O)[C@]1([C@H](CC(C(O)=O)(O[C@H]1[C@H](O)[C@H](O)CO)O[C@@H]1[C@H](C(O[C@@H]([C@@H]1O)CO)O[C@@H]1[C@H](C(O)O[C@@H]([C@H]1OC1[C@@H](O)[C@H](O)[C@H](O)[C@@H](O1)C)CO)NC(C)=O)O)O)N 5-acetylneuraminyl-(2-3)-galactosyl-(1-3)-(fucopyranosyl-(1-4))-N-acetylglucosamine